(R)-2-(3-fluoro-5-isopropyl-2-methoxyphenyl)-2-((R)-3-(4-((R)-1,2,3,4-tetrahydro-1,8-naphthyridin-2-yl)butoxy)pyrrolidin-1-yl)acetic acid FC=1C(=C(C=C(C1)C(C)C)[C@H](C(=O)O)N1C[C@@H](CC1)OCCCC[C@H]1NC2=NC=CC=C2CC1)OC